5-(1H-imidazol-1-yl)-N-((1r,4r)-4-(2-methoxyethoxy)cyclohexyl)benzo[d]isothiazole-7-carboxamide N1(C=NC=C1)C=1C=C(C2=C(C=NS2)C1)C(=O)NC1CCC(CC1)OCCOC